Br[C@H](C(=O)OCC)C1CCCC1 Ethyl (S)-2-bromo-2-cyclopentylacetate